1-methyl-3-(1-cyclohexyl-7-octadecylpentacosan-2-yl)-1H-imidazol-3-ium chloride [Cl-].CN1C=[N+](C=C1)C(CC1CCCCC1)CCCCC(CCCCCCCCCCCCCCCCCC)CCCCCCCCCCCCCCCCCC